isohexyltris(tert-butoxy)tin C(CCC(C)C)[Sn](OC(C)(C)C)(OC(C)(C)C)OC(C)(C)C